ClC1=CC=C(C=C1)C=1C=C(C(N(N1)C1=CC(=CC=C1)F)=O)C(=O)N[C@@H]1COC[C@@H]1O 6-(4-chlorophenyl)-2-(3-fluorophenyl)-N-[cis-4-hydroxytetrahydrofuran-3-yl]-3-oxo-2,3-dihydropyridazine-4-carboxamide